CC=1C=C(C#N)C=CC1N1CN(C(C2=CC=C(C=C12)C(F)(F)F)=O)C1=C(NC(C=C1)=O)C 3-Methyl-4-(3-(2-methyl-6-oxo-1,6-dihydropyridin-3-yl)-4-oxo-7-(trifluoromethyl)-3,4-dihydroquinazolin-1(2H)-yl)benzonitrile